N-(5-(5-(3,3-difluorocyclobutyl)-1,2,4-oxadiazol-3-yl)-3-fluoro-2-methylphenyl)-7-(4-methylpiperazin-1-yl)imidazo[1,2-a]pyridine-3-carboxamide FC1(CC(C1)C1=NC(=NO1)C=1C=C(C(=C(C1)NC(=O)C1=CN=C2N1C=CC(=C2)N2CCN(CC2)C)C)F)F